3-(ethanesulfonyl)-5-[4-(1-fluorocyclopropyl)phenyl]-2-[3-methyl-6-(1,1,2,2,2-pentafluoroethyl)-3H-imidazo[4,5-b]pyridin-2-yl]pyridine C(C)S(=O)(=O)C=1C(=NC=C(C1)C1=CC=C(C=C1)C1(CC1)F)C1=NC=2C(=NC=C(C2)C(C(F)(F)F)(F)F)N1C